(3S)-3-hydroxypyrrolidine-2-one O[C@@H]1C(NCC1)=O